(4-(Benzo[b]thiophen-2-yl)-2,3-dihydro-1H-pyrrolo[2,3-c]pyridin-1-yl)(2-fluorophenyl)methan S1C2=C(C=C1C1=C3C(=CN=C1)N(CC3)CC3=C(C=CC=C3)F)C=CC=C2